ClC1=NC(=CC(=C1)C1=C(N=C(S1)NC(=O)N1C[C@@H](NCC1)C(=O)N)C1=CC(=CC=C1)C#N)C (3R)-N1-[5-(2-Chloro-6-methyl-4-pyridyl)-4-(3-cyanophenyl)thiazol-2-yl]piperazin-1,3-dicarboxamid